4''',4''''-(Phenylphosphoryl)bis(N-1-naphthyl-N-phenyl-1,1':4',1'':4'',1'''-quaterphenyl-4-amine) C1(=CC=CC=C1)P(=O)(C1(CC=C(C=C1)C1=CC=C(C=C1)C1=CC=C(C=C1)C1=CC=CC=C1)N(C1=CC=CC2=CC=CC=C12)C1=CC=CC=C1)C1=CC=C(C=C1)C1=CC=C(C=C1)C1=CC=C(C=C1)C1=CC=C(C=C1)N(C1=CC=CC=C1)C1=CC=CC2=CC=CC=C12